C1(CC1)C(=O)N1CCN(CC1)C=1C=CC(=NC1)C=1C=C(SC1C)C(=O)OC methyl 4-[5-(4-cyclopropanecarbonylpiperazin-1-yl)pyridin-2-yl]-5-methylthiophene-2-carboxylate